FC1=C(C=CC(=C1F)F)NC=1C2=C(N=CN1)C=CC(=N2)N2[C@@H]1CN([C@H](C2)C1)C(C=C)=O 1-((1S,4S)-5-(4-((2,3,4-trifluorophenyl)amino)pyrido[3,2-d]pyrimidin-6-yl)-2,5-diazabicyclo[2.2.1]heptan-2-yl)prop-2-en-1-one